methyl (R)-2-(((5-(tert-butyl)-6-chloro-1H-indazol-3-yl)amino)methyl)-4-chloro-1-(1-isopropylpyrrolidin-3-yl)-1H-imidazole-5-carboxylate C(C)(C)(C)C=1C=C2C(=NNC2=CC1Cl)NCC=1N(C(=C(N1)Cl)C(=O)OC)[C@H]1CN(CC1)C(C)C